1,1,1,2,3,3,3-Heptafluoropropan FC(C(C(F)(F)F)F)(F)F